BrC1=C(C2=C(C(OCC2)CNC)S1)Cl 1-(2-bromo-3-chloro-5,7-dihydro-4H-thieno[2,3-c]pyran-7-yl)-N-methyl-methanamine